BrC=1C(=NC(=NC1)SC)C(=O)NCC(C)=NNC1=C(C=CC=C1Cl)Cl 5-bromo-N-(2-(2-(2,6-dichlorophenyl)hydrazono)propyl)-2-(methylthio)pyrimidine-4-formamide